FC=1C=C(C=CC1)C1=CC=C2[C@@H](CCOC2=C1)CNC=1C=NC=CC1C(=O)O 3-({[(4R)-7-(3-fluorophenyl)-3,4-dihydro-2H-chromen-4-yl]methyl}amino)pyridine-4-carboxylic acid